7-{1-[1-(2-fluorophenyl)-1H-1,2,3-triazol-4-yl]Cyclopropyl}-5-(2-methoxypyridin-3-yl)-7H-pyrrolo[2,3-d]Pyrimidin-4-amine FC1=C(C=CC=C1)N1N=NC(=C1)C1(CC1)N1C=C(C2=C1N=CN=C2N)C=2C(=NC=CC2)OC